ClC=1C(=NC=C(C#N)C1)N1C(CCCC1)C1=NC(=NO1)C 5-Chloro-6-(2-(3-methyl-1,2,4-oxadiazol-5-yl)piperidin-1-yl)nicotinonitrile